(R)-1-(4-cyanophenyl)-3-(isoquinolin-4-yl)-2-oxoimidazolidine-4-carbonitrile C(#N)C1=CC=C(C=C1)N1C(N([C@H](C1)C#N)C1=CN=CC2=CC=CC=C12)=O